C(C1=CC=NC=C1)NC(=O)N1CCNCC1 N-isonicotinylpiperazine-1-carboxamide